O1[C@@H](CCC1)C1OC2=C(C=C1)C=CC=C2 ((S)-tetrahydrofuran-2-yl)benzopyran